5-(trifluoromethyl)-1H-pyrazolo[3,4-c]pyridine FC(C=1C=C2C(=CN1)NN=C2)(F)F